OC1=C(C=CC=C1)N1N=CC(=N1)C(=O)OCC ethyl 2-(2-hydroxyphenyl)-1,2,3-triazole-4-carboxylate